1-((R)-1-((R or S)-3-(2-(5-fluoro-thiophen-2-yl)ethyl)-1-(2-(6-methylpyridin-3-yl)propan-2-yl)pyrrolidin-3-yl)ethyl)urea FC1=CC=C(S1)CC[C@@]1(CN(CC1)C(C)(C)C=1C=NC(=CC1)C)[C@@H](C)NC(=O)N |o1:8|